(2S)-2-(2-fluoro-2-phenylacetamido)-4-((2-phenoxyethyl)(4-(5,6,7,8-tetrahydro-1,8-naphthyridin-2-yl)butyl)amino)butanoic acid FC(C(=O)N[C@H](C(=O)O)CCN(CCCCC1=NC=2NCCCC2C=C1)CCOC1=CC=CC=C1)C1=CC=CC=C1